C(C)(C)(C)OC(=O)N[C@@H]1CC[C@H](CC1)N(C=1C(=C(C=C(C1)C1=CC=C(C=C1)OCCOC)C(=O)OC)C)CC methyl 5-(((trans)-4-((tert-butoxycarbonyl)amino) cyclohexyl) (ethyl)amino)-4'-(2-methoxyethoxy)-4-methyl-[1,1'-biphenyl]-3-carboxylate